C(C)(C)(C)C1=NC=CC(=C1)C1CC2(C1)CCN(CC2)C(=O)OC(C)(C)C tert-butyl 2-(2-(tert-butyl) pyridin-4-yl)-7-azaspiro[3.5]nonane-7-carboxylate